1,2,4-triethyl-benzene C(C)C1=C(C=C(C=C1)CC)CC